4-[2-[6-(Dioctylamino)-2-naphthalenyl]ethenyl]-1-(3-sulfopropyl)-pyridinium C(CCCCCCC)N(C=1C=C2C=CC(=CC2=CC1)C=CC1=CC=[N+](C=C1)CCCS(=O)(=O)O)CCCCCCCC